((6-(6-methyl-2-((4-(9-methyl-3,9-diazaspiro[5.5]undecan-3-yl)phenyl)amino)-7H-pyrrolo[2,3-d]pyrimidin-7-yl)pyridin-2-yl)imino)dimethyl-λ6-sulfanone CC1=CC2=C(N=C(N=C2)NC2=CC=C(C=C2)N2CCC3(CC2)CCN(CC3)C)N1C1=CC=CC(=N1)N=S(=O)(C)C